2-(4-ethyl-2,5-dimethoxyphenyl)-N-[(2-methoxyphenyl)methyl]ethanamine C(C)C1=CC(=C(C=C1OC)CCNCC1=C(C=CC=C1)OC)OC